FC1=CC2=C(N(C(N2C)=O)C)C=C1CN[C@@H]1C[C@@H]([C@H](CC1)NCC1=CC=CC2=CN(N=C12)C)F 5-Fluoro-6-((((1S,3S,4S)-3-fluoro-4-(((2-methyl-2H-indazol-7-yl)methyl)amino)cyclohexyl)amino)methyl)-1,3-dimethyl-1,3-dihydro-2H-benzo[d]imidazol-2-one